C1(CC1)C(=O)N1CCC(CC1)CN1N=C2C3=C(C[C@@H](C2=C1)C)OC(=C3C(F)(F)F)C(=O)NC[C@H]3OCCOC3 (4S)-2-{[1-(Cyclopropancarbonyl)piperidin-4-yl]methyl}-N-{[(2R)-1,4-dioxan-2-yl]methyl}-4-methyl-8-(trifluoromethyl)-4,5-dihydro-2H-furo[2,3-g]indazol-7-carboxamid